benzene-1,3,5-trioaldehyde C1(=CC(=CC(=C1)C=O)C=O)C=O